(4R)-2,2-dimethyl-1,3-dioxolane-4-carboxaldehyde CC1(OC[C@@H](O1)C=O)C